C(C)OC(=O)N(NC(=O)OCC)C1=C(C=C(C=C1)O)F 1-(2-fluoro-4-hydroxyphenyl)hydrazine-1,2-dicarboxylic acid diethyl ester